OCCCCCCOC1=CC=C(C=C1)C1=CC=C(S1)C=O 5-(4-((6-hydroxyhexyl)oxy)phenyl)thiophene-2-formaldehyde